[N+](=O)([O-])C1=C(C=CC=C1)S(=O)(=O)N1CC=2N(CC1)C(C=C(C2)C(F)(F)F)=O 2-(2-nitrophenyl)sulfonyl-8-(trifluoromethyl)-3,4-dihydro-1H-pyrido[1,2-a]pyrazin-6-one